3-(4-(1-methoxy-2-methyl-1-ketopropan-2-yl)phenyl)-2,2-dimethylpropionic acid COC(C(C)(C)C1=CC=C(C=C1)CC(C(=O)O)(C)C)=O